NC1=C(C=CC=C1)C1=C(C=CC=C1)[Pd]Cl (2'-amino[biphenyl]-2-yl)(chloro)palladium